4-thiophenesulfonyl chloride S1C=CC(=C1)S(=O)(=O)Cl